L-Isoleucin N[C@@H]([C@@H](C)CC)C(=O)O